O=C[C@H](O)[C@@H](O)[C@@H](O)[C@@H](O)C 6-Deoxy-L-altrose